[C@@H]1([C@@H](CCCCC1)N)N |r| rac-trans-cycloheptane-1,2-diamine